4-[5-fluoro-4-(piperidin-4-yl)-1H-pyrrolo[2,3-b]pyridin-2-yl]-1-methylpiperidine dihydrochloride Cl.Cl.FC=1C(=C2C(=NC1)NC(=C2)C2CCN(CC2)C)C2CCNCC2